FC1=C(C=CC2=C1N=CS2)C(C)=O 1-(4-fluorobenzo[d]thiazol-5-yl)ethan-1-one